[7-[5-[(1R)-1-(3,5-dichloro-4-pyridyl)ethoxy]-1H-indazol-3-yl]-2,3-dihydropyrido[2,3-b][1,4]oxazin-1-yl]-(2-methyl-4-pyridyl)methanone ClC=1C=NC=C(C1[C@@H](C)OC=1C=C2C(=NNC2=CC1)C1=CC2=C(OCCN2C(=O)C2=CC(=NC=C2)C)N=C1)Cl